BrC=1C=C(C=CC1F)C(CN(C)C)Cl 2-(3-bromo-4-fluorophenyl)-2-chloro-N,N-dimethylethan-1-amine